methyl 7-(2-(2,4-difluorophenoxy)-5-(ethylsulfonamido)phenyl)-5-methyl-4-oxo-4,5-dihydrothieno[3,2-c]pyridine-2-carboxylate FC1=C(OC2=C(C=C(C=C2)NS(=O)(=O)CC)C=2C3=C(C(N(C2)C)=O)C=C(S3)C(=O)OC)C=CC(=C1)F